(S)-1-(6-((2-methoxy-4-(trifluoromethyl)benzyl)oxy)pyridin-2-yl)-3-methylpiperazine COC1=C(COC2=CC=CC(=N2)N2C[C@@H](NCC2)C)C=CC(=C1)C(F)(F)F